1-(3-(4-((2,3-difluorophenyl)amino)quinazolin-6-yl)-3-methylazetidin-1-yl)prop-2-en-1-one FC1=C(C=CC=C1F)NC1=NC=NC2=CC=C(C=C12)C1(CN(C1)C(C=C)=O)C